P(OC1=C(C=C(C=C1)C(C)(C)C)C)(OC1=C(C=C(C=C1)C(C)(C)C)C)OC1=C(C=C(C=C1)C(C)(C)C)C tris(4-(tert-butyl)-2-methylphenyl) phosphite